2-[3-(6-methyl-2-pyridyl)-1H-pyrazol-4-yl]-7-[3-(trifluoromethyl)-1H-pyrazol-5-yl]-1,5-naphthyridine CC1=CC=CC(=N1)C1=NNC=C1C1=NC2=CC(=CN=C2C=C1)C1=CC(=NN1)C(F)(F)F